NC1=NC(=CC(=N1)N1CCC2(C[C@H](NC2)C(=O)OCC)CC1)O[C@@H](C(F)(F)F)C1=C(C=CC(=C1)CCCC(=O)OCC)N1N=C(C=C1)C (S)-ethyl 8-(2-amino-6-((R)-1-(5-(4-ethoxy-4-oxobutyl)-2-(3-methyl-1H-pyrazol-1-yl)phenyl)-2,2,2-trifluoroethoxy)pyrimidin-4-yl)-2,8-diazaspiro[4.5]decane-3-carboxylate